COCC1NC(C=2N(C1)C=CC2)=O 3-(methoxymethyl)-3,4-dihydropyrrolo[1,2-a]pyrazine-1(2H)-one